ClC=1C(=NC(=NC1)NC1CCOCC1)C1=CC=C2CN(C(C2=C1)=O)CC(=O)N[C@H](CO)C1=NC(=C(C=C1)F)C 2-(6-{5-chloro-2-[(oxan-4-yl)amino]pyrimidin-4-yl}-1-oxo-2,3-dihydro-1H-isoindol-2-yl)-N-[(1S)-1-(5-fluoro-6-methylpyridin-2-yl)-2-hydroxyethyl]acetamide